CP(=O)(C)C1=NC=C(C(=N1)OC)NCC#CC=1C=C2C(=CC=CN2C1SC(F)(F)F)N[C@H]1[C@H](CN(CC1)C)F 2-(3-{[2-(dimethylphosphoryl)-4-methoxypyrimidin-5-yl]amino}prop-1-yn-1-yl)-N-[(3S,4R)-3-fluoro-1-methylpiperidin-4-yl]-3-[(trifluoromethyl)sulfanyl]indolizin-8-amine